C(C)(C)(C)OC(=O)NC1=C(C=C(C(=O)OC)C=C1)OC methyl 4-{[(tert-butoxy)carbonyl]amino}-3-methoxybenzoate